rac-N-((4R,5S)-3-(((tert-butyldimethylsilyl)oxy)methyl)-4-(4-fluorophenyl)-1-(oxetan-3-yl)-6-oxo-4,5,6,7-tetrahydro-1H-pyrazolo[3,4-b]pyridin-5-yl)-3-(trifluoromethyl)benzamide [Si](C)(C)(C(C)(C)C)OCC1=NN(C=2NC([C@H]([C@@H](C21)C2=CC=C(C=C2)F)NC(C2=CC(=CC=C2)C(F)(F)F)=O)=O)C2COC2 |r|